CC=1C(=NC(=NC1)NC1=CC=NN1C)C=1N=C(OC1)C(=O)NCC=1C=NC2=CC=CC=C2C1 4-(5-methyl-2-((1-methyl-1H-pyrazol-5-yl)amino)pyrimidin-4-yl)-N-(quinolin-3-ylmethyl)oxazole-2-carboxamide